ClC1=NC=C2N(C(N(C2=N1)C1C[C@H]2[C@@H](COC2)C1)=O)C 2-chloro-9-((3aS,6aS)-hexahydro-1H-cyclopenta[c]furan-5-yl)-7-methyl-7,9-dihydro-8H-purin-8-one